BrC1=CC(=NC=C1)C(C(=O)N)N1[C@H]2CN([C@@H](C1)C2)C (4-bromopyridin-2-yl)-2-[(1R,4R)-5-methyl-2,5-diazabicyclo[2.2.1]heptan-2-yl]acetamide